copper-calcium phosphate P(=O)([O-])([O-])[O-].[Ca+2].[Cu+2]